cerium(III) oxide [O-2].[Ce+3].[O-2].[O-2].[Ce+3]